ClC1=C(NC2=NN(C=3C2=NC=C(C3)C=NCC(CC(=O)O)O)C)C=CC=C1C1=CC=CC=C1 4-((3-(2-chloro-3-phenylanilino)-1-methylpyrazolo[4,5-b]pyridin-6-ylmethylene)amino)-3-hydroxybutyric acid